Ethyl 2-(2-bromo-4-(((4-(4-bromophenyl)-5-oxo-4,5-dihydro-1H-1,2,4-triazol-1-yl)methyl)thio)phenoxy)acetate BrC1=C(OCC(=O)OCC)C=CC(=C1)SCN1N=CN(C1=O)C1=CC=C(C=C1)Br